C1(CCCC1)NC1(CC1)COC1=C(C=C2C=CC=NC2=C1)OC 7-((1-(cyclopentylamino)cyclopropanyl)methoxy)-6-methoxyquinoline